2-chloro-5-(3-(difluoromethyl)benzyl)pyridine ClC1=NC=C(C=C1)CC1=CC(=CC=C1)C(F)F